C(=O)O[O-] peroxyformate